C(C)NCCO N-ethyl-monoethanolamine